[4-(difluoromethyl)-2-methoxyphenyl]-N-(2,2-dimethyloxetan-4-yl)pyrido[3,4-d]pyridazin-4-amine FC(C1=CC(=C(C=C1)C1=C2C(=C(N=N1)NC1CC(O1)(C)C)C=NC=C2)OC)F